1,2-dihydrocyclobuta[b]naphthalene C1CC=2C1=CC1=CC=CC=C1C2